5-fluoro-4-(1-fluoroethyl)nicotinaldehyde FC=1C=NC=C(C=O)C1C(C)F